(3R,4R)-4-amino-1-[[4-(3-methoxyanilino)pyrrolo[2,1-f][1,2,4]triazin-5-yl]methyl]piperidin-3-ol N[C@H]1[C@@H](CN(CC1)CC=1C=CN2N=CN=C(C21)NC2=CC(=CC=C2)OC)O